tert-butyl (2s,4r)-2-amino-6-azaspiro[3.4]octane-6-carboxylate NC1CC2(C1)CN(CC2)C(=O)OC(C)(C)C